5-bromo-1-(3-fluoro-4-methylbenzyl)-8-methyl-4-(5-methyl-1,3,4-oxadiazol-2-yl)-1,3-dihydro-2H-benzo[b]azepin-2-one BrC=1C2=C(N(C(CC1C=1OC(=NN1)C)=O)CC1=CC(=C(C=C1)C)F)C=C(C=C2)C